ethyl 2-[(tert-butoxycarbonyl)[1-(2,3-dichloro-6-[[2-(trimethylsilyl)ethoxy]methoxy]phenyl)-2-nitroethyl]amino]acetate C(C)(C)(C)OC(=O)N(CC(=O)OCC)C(C[N+](=O)[O-])C1=C(C(=CC=C1OCOCC[Si](C)(C)C)Cl)Cl